FC=1C=C(N)C=CC1C1=C(N=CO1)C 3-fluoro-4-(4-methyloxazol-5-yl)aniline